iron-copper-cobalt [Co].[Cu].[Fe]